5-Chloro-4-(methylamino)-1-(o-tolyl)-7-(trifluoromethyl)quinazolin-2(1H)-one ClC1=C2C(=NC(N(C2=CC(=C1)C(F)(F)F)C1=C(C=CC=C1)C)=O)NC